(Thien-3-yl)-5-Nitrofuran-2-carboxamide S1C=C(C=C1)C1=C(OC(=C1)[N+](=O)[O-])C(=O)N